(2R,3R)-5,7-dihydroxy-2-(3,4,5-trihydroxyphenyl)chroman-3-yl 4-((ethylcarbamoyl)oxy)-3,5-dihydroxybenzoate C(C)NC(=O)OC1=C(C=C(C(=O)O[C@H]2[C@H](OC3=CC(=CC(=C3C2)O)O)C2=CC(=C(C(=C2)O)O)O)C=C1O)O